sodium 4-amino-1-naphthalenesulfonate NC1=CC=C(C2=CC=CC=C12)S(=O)(=O)[O-].[Na+]